CC(C)(C)C1CCC(CC1)OC(C(=C)C)=O 4-(1,1-dimethylethyl)cyclohexylmethacrylat